3-[1-(3-bromo-5-fluorophenyl)-3-methylcyclobutyl]-4-methyl-1,2,4-triazole BrC=1C=C(C=C(C1)F)C1(CC(C1)C)C1=NN=CN1C